N-(2'-(4-hydroxypiperidin-1-yl)-[4,4'-bipyridin]-2-yl)-4-methoxybenzamide OC1CCN(CC1)C1=NC=CC(=C1)C1=CC(=NC=C1)NC(C1=CC=C(C=C1)OC)=O